C(C)(=O)[C@@H]1[C@@H]2CC[C@H](CN1CC1=CC=CC=C1)N2C(=O)OC(C)(C)C tert-butyl (1S,2S,5R)-2-acetyl-3-benzyl-3,8-diazabicyclo[3.2.1]octane-8-carboxylate